N[C@@H]1[C@@H](OCC12CCN(CC2)C=2C(=NC(=C(N2)C)SC2=C(C(=NC=C2)N2C=NC=C2)Cl)CO)C {3-[(3S,4S)-4-amino-3-methyl-2-oxa-8-azaspiro[4.5]dec-8-yl]-6-{[3-chloro-2-(1H-imidazol-1-yl)pyridin-4-yl]mercapto}-5-methylpyrazin-2-yl}methanol